N1(N=CC=C1)CC1=CC2=C(C(=NO2)NS(=O)(=O)C2=CC(=CC=C2)N(C2CCNCC2)C)C(=C1)OC N-(6-((1H-pyrazol-1-yl)methyl)-4-methoxybenzo[d]isoxazol-3-yl)-3-(methyl-(piperidin-4-yl)amino)benzenesulfonamide